2-methyl-6-phenyl-3,4-pyridinedicarboxylic acid CC1=NC(=CC(=C1C(=O)O)C(=O)O)C1=CC=CC=C1